4-(3,3-difluoropyrrolidin-1-yl)piperidine dihydrochloride Cl.Cl.FC1(CN(CC1)C1CCNCC1)F